OC(C#C)C 3-Hydroxybutyne